FC1(CC(C1)N1N=NC2=C1C=C(C=C2)C=2C=CN1N=C(N=C(C12)OC)N[C@@H]1[C@H](CN(CC1)C1COC1)F)F 5-(1-(3,3-difluorocyclobutyl)-1H-benzo[d][1,2,3]triazol-6-yl)-N-((3S,4S)-3-fluoro-1-(oxetan-3-yl)piperidin-4-yl)-4-methoxypyrrolo[2,1-f][1,2,4]triazin-2-amine